2-((S)-1-((chloromethyl)sulfonyl)-4-((S)-2-(((S)-1-methylpyrrolidin-2-yl)methoxy)-7-(naphthalen-1-yl)-5,6,7,8-tetrahydroquinazolin-4-yl)piperazin-2-yl)acetonitrile formate C(=O)O.ClCS(=O)(=O)N1[C@H](CN(CC1)C1=NC(=NC=2C[C@H](CCC12)C1=CC=CC2=CC=CC=C12)OC[C@H]1N(CCC1)C)CC#N